[NH4+].[V+5] vanadium-ammonium salt